C(C1=CC=CC=C1)(=O)C1=C(C2=C(SC3=C2C=CC=C3)C=C1)C(C1=CC=CC=C1)=O dibenzoyl-dibenzothiophene